C12(CC3CC(CC(C1)C3)C2)CCCC(=O)OC[C@]2(O[C@H](C[C@@H]2O)N2C3=NC(=NC(=C3N=C2)N)F)C#C ((2R,3S,5R)-5-(6-amino-2-fluoro-9H-purin-9-yl)-2-ethynyl-3-hydroxy-tetrahydrofuran-2-yl)methyl 4-(1-adamantyl)butanoate